methylparaben (methyl 4-hydroxybenzoate) CC1=C(C(=O)O)C=CC(=C1)O.COC(=O)C1=CC=C(O)C=C1